2-(4,4-dimethylcyclohexen-1-yl)-6-[1,5-dimethyl-8-oxabicyclo[3.2.1]octan-3-yl]pyridin-3-amine CC1(CC=C(CC1)C1=NC(=CC=C1N)C1CC2(CCC(C1)(O2)C)C)C